(5S,7R,8R,9S,10R)-8-hydroxy-7-(hydroxymethyl)-9-(4-(3,4,5-trifluorophenyl)-1H-1,2,3-triazol-1-yl)-1,6-dioxaspiro[4.5]decan-10-yl 4-methylbenzenesulfonate CC1=CC=C(C=C1)S(=O)(=O)O[C@@H]1[C@H]([C@H]([C@H](O[C@@]12CCCO2)CO)O)N2N=NC(=C2)C2=CC(=C(C(=C2)F)F)F